C(#C)C1=CC=C(CNC(=O)[C@H]2N(C[C@@H](C2)O)C([C@H](C(C)(C)C)N(C(OC2=CC=CC=C2)=O)CCOC)=O)C=C1 Phenyl ((S)-1-((2S,4R)-2-((4-ethynylbenzyl)carbamoyl)-4-hydroxypyrrolidin-1-yl)-3,3-dimethyl-1-oxobutan-2-yl)(2-methoxyethyl)carbamate